N1C=C(C2=CC=CC=C12)CC(=O)OCC Ethyl 3-Indoleacetate